O=S1(C2=C(OC3(COC3)CN1CC=1C=C(C=CC1C)[C@@H](CC(=O)O)C1=C(C=3N(C=C1)C(=NN3)C(F)(F)F)C)C=CC=C2)=O (R)-3-(3-((1,1-dioxidospiro[benzo[b][1,4,5]oxathiazepine-4,3'-oxetan]-2(3H)-yl)methyl)-4-methylphenyl)-3-(8-methyl-3-(trifluoromethyl)-[1,2,4]triazolo[4,3-a]pyridin-7-yl)propanoic acid